ClC1=CC(=C(COC2=CC=CC(=N2)C2=CC(=C(CC3=NC4=C(N3CC3OCCC3)C=C(C=C4)C(=O)O)C=C2)C)C=C1)F 2-(4-(6-(4-Chloro-2-fluorobenzyloxy)pyridin-2-yl)-2-methylbenzyl)-1-((tetrahydrofuran-2-yl)methyl)-1H-benzo[d]imidazole-6-carboxylic acid